Trigermain [GeH]1=[GeH][GeH]=CC=C1